NC1=CN=CC2=CC=C(C=C12)N1CCS(CC1)(=O)=O 4-(4-Aminoisoquinolin-6-yl)thiomorpholine 1,1-dioxide